1-pentene-3-ol tantalum [Ta].C=CC(CC)O